1,3-bis-chloro-1,1,3,3-tetramethoxydisiloxane Cl[Si](O[Si](OC)(OC)Cl)(OC)OC